[Si](C)(C)(C(C)(C)C)NS(=O)(=N)C1=CN=C(S1)C(C)(C)O N-(tert-butyldimethylsilyl)-2-(2-hydroxypropan-2-yl)-1,3-thiazole-5-sulfonoimidamide